N1(N=CC=C1)C1=C(CNC2=C3N=CN(C3=NC(=N2)N[C@@H]2CNCCC2)C(C)C)C=CC=C1 (S)-N6-(2-(1H-pyrazol-1-yl)benzyl)-9-isopropyl-N2-(piperidin-3-yl)-9H-purine-2,6-diamine